(4-(4-((1-((1s,3s)-3-ethoxycyclobutyl)-3-(3-fluoropyridin-2-yl)-1H-pyrazol-4-yl)carbamoyl)thiazol-2-yl)-1H-pyrazol-1-yl)sodium methyl-phosphate COP(=O)(O)O.C(C)OC1CC(C1)N1N=C(C(=C1)NC(=O)C=1N=C(SC1)C=1C=NN(C1)[Na])C1=NC=CC=C1F